2-(2-Fluoro-5-methylpyridin-3-yl)pyrazolo[1,5-a]pyrimidine-3-carboxylic Acid FC1=NC=C(C=C1C1=NN2C(N=CC=C2)=C1C(=O)O)C